ClC1=C(C=CC(=C1)Cl)C1=CC=C(C=C1)[N+](=O)[O-] 4-(2,4-dichlorophenyl)nitrobenzene